BrCC1=C(C=CC(=C1)CBr)[N+](=O)[O-] 2,4-bis-bromomethyl-1-nitrobenzene